3-bromo-6-methoxy-2-[(Z)-2-nitroprop-1-enyl]pyridine BrC=1C(=NC(=CC1)OC)\C=C(\C)/[N+](=O)[O-]